SPIRO[BENZO[B][1,4]OXAZEPINE-3,1'-NAPHTHALENE]-7-CARBOXYLIC ACID C12(CC=CC3=CC=CC=C13)C=NC1=C(OC2)C=CC(=C1)C(=O)O